CN1C=NC2=C1C=CC=C2C2=C(N=C(C(=N2)C(=O)N)NC2=CC=C(C=C2)N2CCOCC2)NCC2COC2 6-(1-Methylbenzimidazol-4-yl)-3-(4-morpholinoanilino)-5-(oxetan-3-ylmethylamino)pyrazin-2-carboxamid